2-(4-methylthiazol-2-yl)but-3-yn-2-ol CC=1N=C(SC1)C(C)(C#C)O